ClC1=CC=C(OC2=C(C=C(C=C2F)S(=O)(=O)N2C3(CN(CC2CC3)C(CN3CCOCC3)=O)C(=O)NO)F)C=C1 8-((4-(4-chlorophenoxy)-3,5-difluorophenyl)sulfonyl)-N-hydroxy-3-(2-morpholinoacetyl)-3,8-diazabicyclo[3.2.1]octane-1-carboxamide